(S)-3-(3-((4,4-Dimethyl-1,1-dioxido-3,4-dihydro-2H-benzo[b][1,4,5]oxathiazepin-2-yl)methyl)-4-methylphenyl)-3-(1-ethyl-4-methyl-1H-benzo[d][1,2,3]triazol-5-yl)propanoic acid CC1(CN(S(C2=C(O1)C=CC=C2)(=O)=O)CC=2C=C(C=CC2C)[C@H](CC(=O)O)C2=C(C1=C(N(N=N1)CC)C=C2)C)C